ClC1=C(C=CC=C1F)[C@H]1COCCN1C=1C(=C(C(=O)N[C@H](C)\C=C\S(=O)(=O)C)C=CC1)F ((S)-3-(2-Chloro-3-fluorophenyl)morpholino)-2-fluoro-N-((R,E)-4-(methylsulfonyl)but-3-en-2-yl)benzamide